3-Bromo-1-[(4-chlorophenyl)methyl]-4-(2-hydroxyethyl)-4,5-dihydro-1H-1,2,4-triazol-5-one BrC1=NN(C(N1CCO)=O)CC1=CC=C(C=C1)Cl